ClC1=C(C=C2C=C(N=CC2=C1)NC(=O)C1C(C1)C=1C=NC=NC1)C1CCN(CC1)[C@]1(COC[C@H]1O)C N-(7-chloro-6-(1-((3S,4S)-4-hydroxy-3-methyltetrahydrofuran-3-yl)piperidin-4-yl)isoquinolin-3-yl)-2-(pyrimidin-5-yl)cyclopropane-1-carboxamide